FC(CCOC=1C=C2CCCC(C2=CC1)CNC1=NC=CC(=C1)C(=O)[O-])(F)F {[(6-(3,3,3-trifluoropropoxy)-1,2,3,4-tetrahydronaphthalen-1-yl) methyl]amino}pyridine-4-carboxylate